2-(6-bromo-5-fluoro-1-oxo-spiro[3H-isoquinolin-4,1'-cyclopropan]-2-yl)acetic acid methyl ester COC(CN1C(C2=CC=C(C(=C2C2(CC2)C1)F)Br)=O)=O